C[C@@H]1N(CC[C@]2(C1)OCCC1=C2SC(=C1CO)C(F)(F)F)CC=1N=NN(C1)CCS(=O)(=O)C [(2'S,7R)-2'-methyl-1'-[[1-(2-methylsulfonylethyl)triazol-4-yl]methyl]-2-(trifluoromethyl)spiro[4,5-dihydrothieno[2,3-c]pyran-7,4'-piperidine]-3-yl]methanol